COC=1C=C(C=C(C1)OC)N(C(=O)C=1N=C(SC1)C#C)C1CN(C(N(C1)CC(F)(F)F)=O)CC(F)(F)F N-(3,5-Dimethoxyphenyl)-2-ethynyl-N-(2-oxo-1,3-bis(2,2,2-trifluoroethyl)hexahydropyrimidin-5-yl)thiazole-4-carboxamide